N-(3-bromo-5-formylphenyl)acetamide BrC=1C=C(C=C(C1)C=O)NC(C)=O